(E)-3-((3-(2-(2-(4-(azetidin-1-yl)-N-methylbut-2-enamido)acetamido)ethyl)-4-fluorophenyl)amino)-5-cyclopropyl-6-ethylpyrazine-2-carboxamide N1(CCC1)C/C=C/C(=O)N(C)CC(=O)NCCC=1C=C(C=CC1F)NC=1C(=NC(=C(N1)C1CC1)CC)C(=O)N